CCCCCCCC\C=C/CCCCCCCC Z-9-octadecene